benzotriazol-1-yloxy-tri-pyrrolidino-phosphonium hexafluorophosphate F[P-](F)(F)(F)(F)F.N1(N=NC2=C1C=CC=C2)O[P+](N2CCCC2)(N2CCCC2)N2CCCC2